4-(2-(5-(2-methoxyphenyl)pyridazine-4-carboxamido)thiazolo[5,4-b]pyridin-5-yl)benzoic acid COC1=C(C=CC=C1)C=1C(=CN=NC1)C(=O)NC=1SC2=NC(=CC=C2N1)C1=CC=C(C(=O)O)C=C1